4-(((tetrahydro-2H-pyran-2-yl)oxy)methyl)-1H-1,2,3-triazole-5-carbaldehyde O1C(CCCC1)OCC=1N=NNC1C=O